C(CC)NC(=S)N/N=C(\C)/C1=NC=CC=C1 (E)-N-propyl-2-(1-(pyridin-2-yl)ethylidene)hydrazine-1-carbothioamide